N(=C=O)CC1=CC(=CC=C1)C 1-(isocyanatomethyl)-3-methylbenzene